C(#N)C[C@@H]1N(CCN(C1)C1=NC(=NC=2CC(CCC12)N1CCCC2=CC=CC=C12)OC[C@H]1N(CCC1)C)C(=O)OCC1=CC=CC=C1 benzyl (2S)-2-(cyanomethyl)-4-(7-(3,4-dihydroquinolin-1(2H)-yl)-2-(((S)-1-methylpyrrolidin-2-yl)methoxy)-5,6,7,8-tetrahydroquinazolin-4-yl)piperazine-1-carboxylate